3-(5-(3-(3-(methoxymethyl)phenyl)-2-oxoimidazolidin-1-yl)-1-oxoisoindolin-2-yl)-1-((2-(trimethylsilyl)ethoxy)methyl)piperidine-2,6-dione COCC=1C=C(C=CC1)N1C(N(CC1)C=1C=C2CN(C(C2=CC1)=O)C1C(N(C(CC1)=O)COCC[Si](C)(C)C)=O)=O